4-(2'-fluoro-3'-methoxy-[1,1'-biphenyl]-4-yl)-N-(pyridin-3-yl)butanamide FC1=C(C=CC=C1OC)C1=CC=C(C=C1)CCCC(=O)NC=1C=NC=CC1